BrCC1=CC=CC2=CC=CC(=C12)CBr 1,8-bis(bromomethyl)naphthalene